OC(C)C=1C=C(C=C2C(N(C=3N(C12)C=NC3C=3CCN(CC3)C(=O)OC(C)(C)C)C)=O)C tert-butyl 4-(9-(1-hydroxy ethyl)-4,7-dimethyl-5-oxo-4,5-dihydroimidazo[1,5-a]quinazolin-3-yl)-3,6-dihydropyridine-1(2H)-carboxylate